tert-butyl 4-[4-[2-[1-(6,7-dihydro-5H-pyrrolo[1,2-c]imidazol-1-yl)-2-ethoxy-2-oxo-ethyl]-7-fluoro-3-oxo-isoindolin-5-yl]phenoxy]piperidine-1-carboxylate C1(=C2N(C=N1)CCC2)C(C(=O)OCC)N2CC1=C(C=C(C=C1C2=O)C2=CC=C(OC1CCN(CC1)C(=O)OC(C)(C)C)C=C2)F